C1(CC1)C=1C=CC2=C(N(C(C(=N2)C=2C=CC3=C(N(C=N3)C(C)C)C2)=O)C2=CC=C(C=C2)OC(F)F)N1 6-cyclopropyl-4-(4-(difluoromethoxy)phenyl)-2-(1-isopropyl-1H-benzo[d]imidazol-6-yl)pyrido[2,3-b]pyrazin-3(4H)-one